CC1=C(C(=CC(=C1)OC(C)C)C)O 2,6-dimethyl-4-isopropoxyphenol